CC(=O)C1=CC(=C(C(=C1F)F)F)F 2,3,4,5-tetrafluoroacetophenone